BrC=1C=C(C2=C(N(C(=N2)C)C)C1)F 6-bromo-4-fluoro-1,2-dimethyl-1H-benzo[d]imidazole